C12COCC(N1C1=NC(=CC(=N1)C=1N=NN(C1)C1=C(C=C(C=C1)NS(=O)(=O)CCO)N1CCC3(CC3)CC1)C)C2 N-(4-(4-(2-(3-oxa-6-azabicyclo[3.1.1]heptan-6-yl)-6-methylpyrimidin-4-yl)-1H-1,2,3-triazol-1-yl)-3-(6-azaspiro[2.5]octan-6-yl)phenyl)-2-hydroxyethane-1-sulfonamide